1-(naphthalen-2-yl)-2-(pyridin-2-yl)ethan-1-one boron difluoride [B](F)F.C1=C(C=CC2=CC=CC=C12)C(CC1=NC=CC=C1)=O